C(N)(=O)C1=CC(=C(OCC=2C3=C(SC2C(=O)OCOC(=O)OC(C)(C)C)C=CC=C3Cl)C(=C1)F)F ((tert-Butoxycarbonyl)oxy)methyl 3-((4-carbamoyl-2,6-difluorophenoxy)methyl)-4-chlorobenzo[b]thiophene-2-carboxylate